C1(=CC=CC=C1)C1=NC(=NC(=N1)C=1C=C2C=3C=C(C=CC3N(C2=CC1)C1=CC=NC=C1)N1C2=CC=CC=C2C=2C=CC=CC12)C=1C=C2C=3C=C(C=CC3N(C2=CC1)C1=CC=NC=C1)N1C2=CC=CC=C2C=2C=CC=CC12 6,6''-(6-phenyl-1,3,5-triazine-2,4-diyl)bis(9-(pyridin-4-yl)-9H-3,9'-bicarbazole)